C(OC)(OC(C(F)(F)F)C(F)(F)F)=O methyl hexafluoro-i-propyl carbonate